2-Chloro-5-{[(2,2-dimethylpropionyl)amino]methyl}-N-{1-[6-(2-methoxypropane-2-yl)pyridin-3-yl]-1H-indazol-4-yl}benzamide ClC1=C(C(=O)NC2=C3C=NN(C3=CC=C2)C=2C=NC(=CC2)C(C)(C)OC)C=C(C=C1)CNC(C(C)(C)C)=O